ClC=1C=C2C=NNC2=C(C1)C1(C[C@@H]2[C@@H](CN(C2)S(=O)(=O)C2CCOCC2)C1)O (3ar,5r,6as)-5-(5-chloro-1H-indazol-7-yl)-2-((tetrahydro-2H-pyran-4-yl)sulfonyl)octahydrocyclopenta[c]pyrrol-5-ol